(1s,4s)-4-((4-(methoxy-d3)-5-(quinoxalin-6-yl)-7H-pyrrolo[2,3-d]pyrimidin-2-yl)amino)-1-methylcyclohexan-1-ol C(OC=1C2=C(N=C(N1)NC1CCC(CC1)(O)C)NC=C2C=2C=C1N=CC=NC1=CC2)([2H])([2H])[2H]